(S)-1-(t-butoxycarbonyl)homopiperidine-2-carboxylic acid C(C)(C)(C)OC(=O)N1[C@@H](CCCCC1)C(=O)O